2-(4-chloro-2-fluorophenyl)-4-(difluoromethyl)-5-[(2H3)methyl]-2,4-dihydro-1,2,4-triazol-3-one ClC1=CC(=C(C=C1)N1N=C(N(C1=O)C(F)F)C([2H])([2H])[2H])F